(3S,4R)-4-((5-fluoro-4-(4-isopropyl-3-(((tetrahydrofuran-3-yl)amino)methyl)quinolin-6-yl)pyrimidin-2-yl)amino)tetrahydro-2H-pyran-3-ol FC=1C(=NC(=NC1)N[C@H]1[C@@H](COCC1)O)C=1C=C2C(=C(C=NC2=CC1)CNC1COCC1)C(C)C